N-(4-aminobutyl)-2-methylbut-2-enamide NCCCCNC(C(=CC)C)=O